1-[3-cyclopropyl-5-[(2-fluoro-2-methyl-propyl)sulfamoyl]-7-(2-trimethylsilylethoxymethyl)-6,8-dihydrocyclopenta[g]isoquinolin-7-yl]-3-(3-pyridyl)thiourea C1(CC1)C=1N=CC2=CC3=C(C(=C2C1)S(NCC(C)(C)F)(=O)=O)CC(C3)(COCC[Si](C)(C)C)NC(=S)NC=3C=NC=CC3